ClC=1C=CC(=NC1)COC1=NN=C(S1)NC(C1=C(C=NC=C1)N1[C@H](C(NCC1)=O)C)=O (S)-N-(5-((5-chloropyridin-2-yl)methoxy)-1,3,4-thiadiazol-2-yl)-3-(2-methyl-3-oxopiperazin-1-yl)isonicotinamide